NC1=NC=NN2C1=C(C=C2C=2C=C(C(=NC2)OC)C(=O)N[C@@H]2CN(C[C@@H]2F)C(C(CF)(C)C)=O)C(F)(F)F 5-[4-amino-5-(trifluoromethyl)pyrrolo[2,1-f][1,2,4]triazin-7-yl]-N-[(3R,4S)-4-fluoro-1-(3-fluoro-2,2-dimethylpropanoyl)pyrrolidin-3-yl]-2-methoxypyridine-3-carboxamide